oxocyclohexanepropionic acid O=C1C(CCCC1)CCC(=O)O